FC=1C(=CC(=NC1)C)C1=C(N=C2N1C=CN=C2)NC2=NC=C(N=C2)C (5-fluoro-2-methylpyridin-4-yl)-N-(5-methylpyrazin-2-yl)imidazo[1,2-a]pyrazin-2-amine